4-((diethoxyphosphoryl)oxy)butyl-(Z)-2-(5-fluoro-2-methyl-1-(4-(methylsulfinyl)benzylidene)-1H-inden-3-yl)acetate C(C)OP(=O)(OCC)OCCCCOC(CC1=C(/C(/C2=CC=C(C=C12)F)=C/C1=CC=C(C=C1)S(=O)C)C)=O